(2S,4R)-4-[(3-hydroxyphenyl)methoxy]-N,N-dimethylpyrrolidine-2-carbothioamide OC=1C=C(C=CC1)CO[C@@H]1C[C@H](NC1)C(N(C)C)=S